(R)-(2,3-epoxypropyl)-2-trifluoromethyl-5-nitroimidazole C([C@@H]1CO1)C=1N=C(NC1[N+](=O)[O-])C(F)(F)F